OC(=O)C(F)(F)F.N1CCC(CC1)C(=O)N1OCC[C@H]1C=1C=NC=NC1 4-piperidinyl-[(3S)-3-pyrimidin-5-yl-isoxazolidin-2-yl]methanone TFA salt